2-(2-(4-(2-methyl-3-(1-methyl-4,5,6,7-tetrahydro-1H-imidazo[4,5-c]pyridine-2-carboxamido)phenyl)indoline-1-carbonyl)-6,7-dihydrothiazolo[5,4-c]pyridin-5(4H)-yl)acetic acid CC1=C(C=CC=C1NC(=O)C=1N(C2=C(CNCC2)N1)C)C1=C2CCN(C2=CC=C1)C(=O)C=1SC=2CN(CCC2N1)CC(=O)O